(S)-methyl [1-[[4-[3-[5-chloro-2-fluoro-3-(methylsulfonamido)phenyl]-1-isopropyl-1H-pyrazol-4-yl]pyrimidin-2-yl]amino]propan-2-yl]carbamate ClC=1C=C(C(=C(C1)C1=NN(C=C1C1=NC(=NC=C1)NC[C@H](C)NC(OC)=O)C(C)C)F)NS(=O)(=O)C